COC=1C2=C(N=C(N1)C(C)C)CN(CC2)C(=O)C2=C(OC=1N=CN=C(C12)NC1(CC1)C)C 5-[4-methoxy-2-(prop-2-yl)-5h,6h,7h,8h-pyrido[3,4-d]pyrimidine-7-carbonyl]-6-methyl-N-(1-methylcyclopropyl)furo[2,3-d]pyrimidin-4-amine